1-benzyl 4-nitrophenyl 3-(2-aminoacetamido)butanedioate NCC(=O)NC(CC(=O)OCC1=CC=CC=C1)C(=O)OC1=CC=C(C=C1)[N+](=O)[O-]